CC(C)(C)[C@@H](C(=O)O)NC(=O)OC(C)(C)C N-(methoxycarbonyl)-L-tert-leucine